C(C)(C)C1=C(NC2=CC=C(C=C12)CC1N(CCC1)CCS(=O)(=O)C)C=1C(=C(C=2N(C1)C=NN2)C)C 6-(3-isopropyl-5-((1-(2-(methylsulfonyl)ethyl)pyrrolidin-2-yl)methyl)-1H-indol-2-yl)-7,8-dimethyl-[1,2,4]triazolo[4,3-a]pyridine